(6-chloro-5-(difluoromethoxy)pyridin-2-yl)((4R,5S)-3,3,7,7-tetrafluoro-4-hydroxy-1-azaspiro[4.4]nonan-1-yl)methanone ClC1=C(C=CC(=N1)C(=O)N1CC([C@@H]([C@]12CC(CC2)(F)F)O)(F)F)OC(F)F